(1S,2S)-2-fluoro-N-(6-(5-methyl-1H-indol-4-yl)imidazo[1,2-a]pyridin-2-yl)cyclopropane-1-carboxamide dihydrochloride Cl.Cl.F[C@@H]1[C@@H](C1)C(=O)NC=1N=C2N(C=C(C=C2)C2=C3C=CNC3=CC=C2C)C1